NC=1C=2N(C3=C(N1)C=NC(=C3)C(=O)N3[C@@H]1[C@H](CCC3)OC3=C1C=CC(=C3)C(F)(F)F)C=NC2C (4-amino-3-methylimidazo[1,5-a]pyrido[3,4-e]pyrazin-8-yl)((4aS,9bS)-7-(trifluoromethyl)-3,4,4a,9b-tetrahydrobenzofuro[3,2-b]pyridin-1(2H)-yl)methanone